[N+](=O)([O-])N1N(N(C=CN1)[N+](=O)[O-])[N+](=O)[O-].[C] carbon trinitrotetrazine